2-((R)-2-(5-fluoro-2-methoxybenzyl)azepan-1-yl)-6-((R)-2-methylmorpholino)pyrimidin-4(3H)-one FC=1C=CC(=C(C[C@@H]2N(CCCCC2)C2=NC(=CC(N2)=O)N2C[C@H](OCC2)C)C1)OC